ClC1=CC=C(C=C1)C1(CCC1)C(CC(C)C)N 1-[1-(4-chlorophenyl)cyclobutyl]-3-methylbutylamine